ClC1=NN=C2N1C1=CC=CC=C1C(=N2)N(C)C2=NC(=CC=C2)C2=CC=C(C=C2)Cl chloro-N-(6-(4-chlorophenyl)pyridin-2-yl)-N-methyl-[1,2,4]triazolo[4,3-a]quinazolin-5-amine